4-bromo-1-{[2-(trimethylsilyl)ethoxy]Methyl}-1H-pyrrolo[2,3-b]Pyridine-3-carboxylic acid methyl ester COC(=O)C1=CN(C2=NC=CC(=C21)Br)COCC[Si](C)(C)C